(4-fluorophenyl)-1-[4-(6,7-dimethoxyquinolin-4-yloxy)phenyl]-4-methyl-6-oxo-1,6-dihydropyridazine-3-carboxamide FC1=CC=C(C=C1)C1=C(C(=NN(C1=O)C1=CC=C(C=C1)OC1=CC=NC2=CC(=C(C=C12)OC)OC)C(=O)N)C